C(C)(=O)C1=NN(C2=CC=C(C=C12)C=1C=NC(=NC1)C)CC(=O)N1[C@@H]2C[C@@]2(C[C@H]1C(=O)N[C@@H](C)C1=CC=CC=C1)C (1R,3S,5R)-2-(2-(3-acetyl-5-(2-methylpyrimidin-5-yl)-1H-indazol-1-yl)acetyl)-5-methyl-N-((S)-1-phenylethyl)-2-azabicyclo[3.1.0]hexane-3-carboxamide